C(C)OP(OCC)(=O)CC(=O)NCC(C)C Diethyl(2-(isobutylamino)-2-oxoethyl)phosphonate